NC1=NC(=C(C=C1C=1C=C2C(=CNC(C2=CC1)=O)C)C1=CC=C(C=C1)N1CCN(CC1)C1CCC1)F 6-(2-amino-5-(4-(4-cyclobutylpiperazin-1-yl)phenyl)-6-fluoropyridin-3-yl)-4-methylisoquinolin-1(2H)-one